C1(=CC=CS1)C(=O)CC(=O)C(F)(F)F.[Eu] Europium thenoyl-trifluoroacetone